6-(1-ethyl-1H-pyrazol-4-yl)-4-(6-(6-(4-(methylsulfonyl)benzyl)-3,6-diazabicyclo[3.1.1]heptan-3-yl)pyridin-3-yl)pyrazolo[1,5-a]pyridine-3-carbonitrile C(C)N1N=CC(=C1)C=1C=C(C=2N(C1)N=CC2C#N)C=2C=NC(=CC2)N2CC1N(C(C2)C1)CC1=CC=C(C=C1)S(=O)(=O)C